C(C1=CC=CC=C1)OC1=CC=C(C=C1)NC1=NNC(=C1)C1=CC=C(C=C1)Cl N-(4-(benzyloxy)phenyl)-5-(4-chlorophenyl)-1H-pyrazol-3-amine